(R,Z)-4-(3-chloro-5-(4-(3-chloroacryloyl)morpholin-3-yl)phenyl)picolinamide ClC=1C=C(C=C(C1)[C@H]1N(CCOC1)C(\C=C/Cl)=O)C1=CC(=NC=C1)C(=O)N